7-(4,4-difluoropiperidine-1-carbonyl)-1-ethyl-4-(2-Methyl-3-oxyl-2,3-dihydro-[1,2,4]triazolo[4,3-a]pyridin-7-yl)-3,4-dihydroquinoline FC1(CCN(CC1)C(=O)C1=CC=C2C(CCN(C2=C1)CC)C1=CC=2N(C=C1)C(N(N2)C)O)F